C=1(C(=CC=CC1)C(=O)[O-])C=1C(=CC=CC1)C(=O)[O-] 2,2'-biphenyldicarboxylate